(1S,3S)-ethyl 3-((6-(4-(aminomethyl)-3-methylisoxazol-5-yl)-2-methylpyridin-3-yl)oxy)cyclohexanecarboxylate NCC=1C(=NOC1C1=CC=C(C(=N1)C)O[C@@H]1C[C@H](CCC1)C(=O)OCC)C